4,4'-(((methylazanediyl)bis(methylene))bis(6-methoxyisoindoline-5,2-diyl))bis(4-oxobutanoic acid) CN(CC=1C=C2CN(CC2=CC1OC)C(CCC(=O)O)=O)CC=1C=C2CN(CC2=CC1OC)C(CCC(=O)O)=O